6-methyl-heptanone Tert-butyl-11-(2-(tert-butoxy)-2-oxoethyl)-1-(9H-fluoren-9-yl)-3,10-dioxo-2,7-dioxa-4,11-diazatridecan-13-oate C(C)(C)(C)OC(CN(C(CCOCCNC(OCC1C2=CC=CC=C2C=2C=CC=CC12)=O)=O)CC(=O)OC(C)(C)C)=O.CC(CCCC(C)=O)C